(E)-N-(4-(4-amino-5-(3-fluoro-4-((4-methylpyrimidin-2-yl)oxy)phenyl)-7-methyl-7H-pyrrolo[2,3-d]pyrimidin-6-yl)phenyl)-4-(dimethylamino)but-2-enamide NC=1C2=C(N=CN1)N(C(=C2C2=CC(=C(C=C2)OC2=NC=CC(=N2)C)F)C2=CC=C(C=C2)NC(\C=C\CN(C)C)=O)C